benzyl 3-({[3-bromo-6-(methoxycarbonyl)pyridin-2-yl]oxy}methyl)piperazine-1-carboxylate BrC=1C(=NC(=CC1)C(=O)OC)OCC1CN(CCN1)C(=O)OCC1=CC=CC=C1